3-methyl-5-anilinophenol CC=1C=C(C=C(C1)NC1=CC=CC=C1)O